1-(4-(benzylamino)-8-(2-(3,3-difluoropyrrolidin-1-yl)-2-oxoethoxy)-5,6,7,8-tetrahydroquinazolin-2-yl)-2-methyl-indole-4-carboxamide C(C1=CC=CC=C1)NC1=NC(=NC=2C(CCCC12)OCC(=O)N1CC(CC1)(F)F)N1C(=CC=2C(=CC=CC12)C(=O)N)C